N[C@@H]1CN(CC1)C1=NC(=NC2=CC=C(C=C12)C)N1CCSC2=C(C1)C=CC=C2 4-(((S)-3-aminopyrrolidin-1-yl)-6-methylquinazolin-2-yl)-2,3,4,5-tetrahydro-benzo[f][1,4]thiazepine